[6-(6-Isopropylsulfanyl-pyridin-2-yl)-1-oxo-3,4-dihydro-1H-isoquinolin-2-yl]-acetic acid ethyl ester C(C)OC(CN1C(C2=CC=C(C=C2CC1)C1=NC(=CC=C1)SC(C)C)=O)=O